NC1=CC=C(CCN2C(OCC2=O)C=2C(=NN(C2)C2=CC=C(C=C2)Br)C2=CC=C(C=C2)F)C=C1 3-(4-Aminophenethyl)-2-(1-(4-bromophenyl)-3-(4-fluorophenyl)-1H-pyrazol-4-yl)oxazolidin-4-one